FC=1C=C(C(=C2C=C(NC12)S(=O)(=O)Cl)C1=NC=C(C=N1)F)C(F)(F)F 7-fluoro-4-(5-fluoropyrimidin-2-yl)-5-(trifluoromethyl)-1H-indole-2-sulfonyl chloride